OC1CC2(C3(CCC4(CCC(C(C4C3=CCC2C2(CC(C(C(C12)(C)CO)O)O)C)C)C)C(=O)O)C)C 8,10,11-trihydroxy-9-(hydroxymethyl)-1,2,6a,6b,9,12a-hexamethyl-2,3,4,5,6,6a,7,8,8a,10,11,12,13,14b-tetradecahydro-1H-picene-4a-carboxylic acid